(S)-6-Methoxychroman-4-amine hydrochloride Cl.COC=1C=C2[C@H](CCOC2=CC1)N